Dimethyl selenide C[Se]C